hydroxy-adenine OC1=NC(=C2NC=NC2=N1)N